ClC=1C(=C(C=C(C1)CC)N1CCN(CC1)CC[C@@H]1CC[C@H](CC1)NC(=O)C=1NC2=CC=CC=C2C1)OC N-(trans-4-(2-(4-(3-Chloro-5-ethyl-2-methoxyphenyl)piperazin-1-yl)ethyl)cyclohexyl)indole-2-carboxamide